[Si](C1=CC=CC=C1)(C1=CC=CC=C1)(C(C)(C)C)OC(CC(F)F)C=1C(=NC=CC1)N 1-[(tert-butyldiphenylsilyl)oxy]-3,3-difluoropropylpyridin-2-amine